O[C@@](C=1C=C(C=NC1)C1=NOC(=N1)C1CCN(CC1)C(C)=O)(C1(CN(C1)CCC)C)C1=CC=C(C=C1)C(C)C 1-[4-(3-{5-[(R)-Hydroxy-(4-isopropyl-phenyl)-(3-methyl-1-propyl-azetidin-3-yl)-methyl]-pyridin-3-yl}-[1,2,4]oxadiazol-5-yl)-piperidin-1-yl]-ethanone